C(CC=CCC)OC1=CC=C(C=C1)CCC(C)=O 4-(4-(hex-3-en-1-yloxy)phenyl)butan-2-one